(4-fluorobenzoyl)(8-methyl-3-(trifluoromethyl)-5,6-dihydroimidazo[1,5-a]pyrazine-7(8H)-yl) ketone FC1=CC=C(C(=O)C(=O)N2C(C=3N(CC2)C(=NC3)C(F)(F)F)C)C=C1